N,N-dimethylaminomethyl-trimethoxysilane methyl-6-bromo-5-fluoro-4,5-dihydrocyclohexa[1,2-d][1,3]thiazole-4-carboxylate COC(=O)C1C(C(=CC2=C1N=CS2)Br)F.CN(C)C[Si](OC)(OC)OC